N-[2-(5-Hydroxy-3-Fluoro-1H-indol-3-yl)ethyl]acetamide OC=1C=C2C(CNC2=CC1)(F)CCNC(C)=O